ClCC(=O)N1CC(C2=C1C=C(C=1N2C(=NC1)C(C)C)CC1=CC=C(C=C1)F)(C)C 2-chloro-1-(4-(4-fluorobenzyl)-1-isopropyl-8,8-dimethyl-7,8-dihydro-6H-imidazo[1,5-a]pyrrolo[2,3-e]pyridin-6-yl)ethan-1-one